N1C[C@@H](OCC1)C1=C(CN2C(NC(C3=C2C=CN3)=O)=C=S)C=CC=C1 (S)-1-(2-(morpholin-2-yl)benzyl)-2-thiocarbonyl-1,2,3,5-tetrahydro-4H-pyrrolo[3,2-d]pyrimidin-4-one